1-([1,1'-Biphenyl]-2-ylmethyl)-3,3-dimethyl-2-oxoindoline C1(=C(C=CC=C1)CN1C(C(C2=CC=CC=C12)(C)C)=O)C1=CC=CC=C1